o-(di-tert-butylphosphino)-N,N-dimethylaniline C(C)(C)(C)P(C1=C(N(C)C)C=CC=C1)C(C)(C)C